C12CN(CC(CC1)N2)C2=CC=C(C=C2)NC=2N=CC1=C(N2)N2C(C(=C1)C1=C(C(=CC(=C1)OC)OC)Cl)=NN=C2 N-(4-(3,8-diazabicyclo[3.2.1]octan-3-yl)phenyl)-6-(2-chloro-3,5-dimethoxyphenyl)-[1,2,4]triazolo[4',3':1,6]pyrido[2,3-d]pyrimidin-2-amine